N1C[C@H](CC1)C(C(=O)O)C 2-[(3R)-pyrrolidin-3-yl]propionic acid